C(CC#C)OCC1=NC=CN=C1 2-((but-3-yn-1-yloxy)methyl)pyrazine